tert-butyl 4-[(1,2-dimethyl-6-oxo-4-pyridyl)oxymethyl]-1-(hydroxymethyl)-2-azabicyclo[2.1.1]hexane-2-carboxylate CN1C(=CC(=CC1=O)OCC12CN(C(C1)(C2)CO)C(=O)OC(C)(C)C)C